FC=1C(=NC(=NC1)N1CCC2(CC2C2=NC3=C(N2C[C@H]2OCC2)C=C(C=C3)C(=O)O)CC1)OCC=1C=C3C=NN(C3=CC1)C 2-(6-(5-fluoro-4-((1-methyl-1H-indazol-5-yl)methoxy)pyrimidin-2-yl)-6-azaspiro[2.5]Oct-1-yl)-1-((S)-oxetan-2-ylmethyl)-1H-benzo[d]imidazole-6-carboxylic acid